7-[(5-morpholino-2-pyridinyl)amino]-4-(4-pyridinyl)isoindolin-1-one O1CCN(CC1)C=1C=CC(=NC1)NC=1C=CC(=C2CNC(C12)=O)C1=CC=NC=C1